2-[3-(benzyloxy)propyl]-pyridine C(C1=CC=CC=C1)OCCCC1=NC=CC=C1